2-(pyrrolidin-1-yl)-N-(1-(3,4,5-trimethoxyphenyl)-1H-imidazol-4-yl)-5,6,7,8-tetrahydropyrido[3,4-D]pyrimidin-4-amine N1(CCCC1)C=1N=C(C2=C(N1)CNCC2)NC=2N=CN(C2)C2=CC(=C(C(=C2)OC)OC)OC